C(C)(C)C1=C(C(=CC(=C1)CC1=CN(C2=CC=CC=C12)S(=O)(=O)C1=CC=C(C)C=C1)C(C)C)O 2,6-diisopropyl-4-((1-p-toluenesulfonyl-1H-indol-3-yl)methyl)phenol